DL-2-amino-2-butanol NC(C)(CC)O